C(C)(C)(C)OC(=O)N1CCC2(CNC2C=2N=CN=NC2OC2=C(C=C(C=C2)F)C2=C(C=NN2C(C)C)Cl)CC1 (6-(2-(4-chloro-1-isopropyl-1H-pyrazol-5-yl)-4-fluorophenoxy)-1,2,4-triazin-5-yl)-2,7-diazaspiro[3.5]Nonane-7-carboxylic acid tert-butyl ester